N1=CC=C(C=C1)C=1SC=C(N1)CO (2-(pyridin-4-yl)thiazol-4-yl)methanol